(tert-butoxycarbonylamino)-3-(2-pyridyl)propanoic acid C(C)(C)(C)OC(=O)NC(C(=O)O)CC1=NC=CC=C1